BrC1=CC=C(S1)CCNC(OC1=CC=CC=C1)=O phenyl (2-(5-bromothiophene-2-yl)ethyl)carbamate